C1(CC1)NC1=C(C=NC(=C1)NC1=CC2=C(NC(S2)=O)C=C1)C(=O)O 4-(cyclopropylamino)-6-[(2-oxo-3H-1,3-benzothiazol-6-yl)amino]pyridine-3-carboxylic acid